N-[(E)-(1-hydroxy-3H-2,1-benzoxaborol-5-yl)methyleneamino]-N-(2-methoxyethyl)-2-methylsulfanyl-thiazolo[4,5-d]pyrimidin-7-amine, hydrochloride Cl.OB1OCC2=C1C=CC(=C2)\C=N\N(C=2C1=C(N=CN2)N=C(S1)SC)CCOC